3-(N-(4-chloro-5-cyano-2-((cis-2-ethynylcyclopentyl)oxy)phenyl)sulfamoyl)-4-cyclopropylbenzoic acid ClC1=CC(=C(C=C1C#N)NS(=O)(=O)C=1C=C(C(=O)O)C=CC1C1CC1)O[C@H]1[C@H](CCC1)C#C